(Z)-5-((1H-pyrrolo[3,2-c]pyridin-3-yl)methylene)-3-methyloxazolidine-2,4-dione N1C=C(C=2C=NC=CC21)\C=C/2\C(N(C(O2)=O)C)=O